ClC=1C=C(C=C(C1)Cl)C1=CC=CC=2C(=C(OC21)C(=O)N[C@H]2CCOC1=C2C=CC=C1)C(C)C 7-(3,5-dichlorophenyl)-N-[(4S)-3,4-dihydro-2H-1-benzopyran-4-yl]-3-isopropyl-1-benzofuran-2-carboxamide